FC1CN(CC1)C1=CC=C(C=C1)C=1SC=2C(N(CCC2N1)C(=O)[O-])=O 2-(4-(3-fluoropyrrolidin-1-yl)phenyl)-4-oxo-6,7-dihydrothiazolo[5,4-c]pyridine-5(4H)-carboxylate